tert-butyl (3-(4-((6-cyano-1H-indol-1-yl)methyl)-1H-1,2,3-triazol-1-yl)propyl)carbamate C(#N)C1=CC=C2C=CN(C2=C1)CC=1N=NN(C1)CCCNC(OC(C)(C)C)=O